BrC1=C(C=C2C=C(N=CC2=C1Cl)NC(=O)C1CC1)C=1C=NN(C1)C N-(7-bromo-8-chloro-6-(1-methyl-1H-pyrazol-4-yl)isoquinolin-3-yl)cyclopropanecarboxamide